CS(=O)(=O)N[C@@H]1[C@@H](N(CCC1)C(=O)OC(C)C)CC1CN(CCC1)C1=CC=CC=C1 isopropyl cis-3-((methylsulfonyl)amino)-2-((1-phenylpiperidin-3-yl)methyl)piperidine-1-carboxylate